IC=1C(=CC(=NC1)N(C(OC(C)(C)C)=O)C)OC tert-butyl (5-iodo-4-methoxypyridin-2-yl)(methyl)carbamate